C[C@H]1[C@H](NC([C@H]1C)=O)COC1=NC=CC2=CC(=C(C=C12)OC)C(=O)N 1-{[(2S,3R,4S)-3,4-dimethyl-5-oxopyrrolidin-2-yl]methoxy}-7-methoxyisoquinoline-6-carboxamide